CCCCCCCCCCCCCCCCC(=O)O[C@H](COC(=O)CCCCCCC/C=C\CCCCCCCC)COP(=O)([O-])OCC[N+](C)(C)C 1-(9Z-octadecenoyl)-2-heptadecanoyl-glycero-3-phosphocholine